1-(4-nitrophenyl)piperidin-4-amine hydrochloride Cl.[N+](=O)([O-])C1=CC=C(C=C1)N1CCC(CC1)N